2-(1-adamantyl)-N-[2-[(3-hydroxyphenyl)methyl]-1H-benzimidazol-5-yl]Acetamide C12(CC3CC(CC(C1)C3)C2)CC(=O)NC2=CC3=C(NC(=N3)CC3=CC(=CC=C3)O)C=C2